ClC1=CC=C(C=C1)[B-](C1=CC=C(C=C1)Cl)(C1=CC=C(C=C1)Cl)C1=CC=C(C=C1)Cl.C1(=CC=CC=C1)P(C1=CC=CC=C1)(C1=CC=CC=C1)=[N+]=P(C1=CC=CC=C1)(C1=CC=CC=C1)C1=CC=CC=C1 bis(triphenylphosphoranylidene)-ammonium tetrakis(4-chlorophenyl)borate